3-acetoxy-6-oxo-6H-benzo[c]chromen-8-carboxylic acid C(C)(=O)OC1=CC=C2C3=C(C(OC2=C1)=O)C=C(C=C3)C(=O)O